(Z)-8-Heptadecen-1-ol C(CCCCCC\C=C/CCCCCCCC)O